FC(CNC1CCC=2C=C(C(=C(C2C1)F)N1CC(NS1(=O)=O)=O)O)(C1=CC=CC=C1)F 5-{7-[(2,2-difluoro-2-phenylethyl)amino]-1-fluoro-3-hydroxy-5,6,7,8-tetrahydronaphthalen-2-yl}-1λ6,2,5-thiadiazolidine-1,1,3-trione